ClC1=NC(=C(C(=N1)Cl)O[C@H](CNC(OC(C)(C)C)=O)C)Cl tert-butyl N-[(2S)-2-(2,4,6-trichloropyrimidin-5-yl)oxypropyl]carbamate